[C@H]12CN(C[C@H](CC1)N2)C2=NC(=NC1=C(C(=C(C=C21)[N+](=O)[O-])C2=C(C=CC1=C(C(=CC=C21)F)F)O)OCC2(CC2)CN2CCOCC2)OCC2(CC2)CN2CCOCC2 (4-((1r,5s)-3,8-diazabicyclo[3.2.1]oct-3-yl)-2,8-bis((1-(morpholinomethyl)cyclopropyl)methoxy)-6-nitroquinazolin-7-yl)-5,6-difluoronaphthalen-2-ol